N,N,1-trimethyl-1H-imidazo[4,5-c]pyridin-4-amine CN(C1=NC=CC2=C1N=CN2C)C